5-{6-azaspiro[2.5]oct-6-yl}-N-[6-(4,4-difluoropiperidin-1-yl)-5-fluoropyridin-2-yl]-7-(2-hydroxyethanesulfonylamino)-2,3-dihydro-1H-indene-4-carboxamide C1CC12CCN(CC2)C2=C(C=1CCCC1C(=C2)NS(=O)(=O)CCO)C(=O)NC2=NC(=C(C=C2)F)N2CCC(CC2)(F)F